3-(1H-pyrrolo[3,2-b]pyridin-3-yl)-2,5-dihydro-1H-pyrrole-1-carboxylic acid tert-butyl ester C(C)(C)(C)OC(=O)N1CC(=CC1)C1=CNC=2C1=NC=CC2